(difluorophosphoryl)(picolinic acid)-imide FP(=O)(F)C=1C(=NC=CC1)C(O)=N